C(#N)CCCN1CC(N(C[C@H]1C)C(CNC(\C=C\C1=C(C=C(C=C1)C(F)(F)F)F)=O)=O)C1=CC=CC=C1 (E)-N-[2-[(5R)-4-(3-cyanopropyl)-5-methyl-2-phenylpiperazin-1-yl]-2-oxoethyl]-3-[2-fluoro-4-(trifluoromethyl)phenyl]prop-2-enamide